C(C)(C)(C)C1=NN(C(=C1)NC(NC1=C(C=C(OC2=CC(=NC=C2)NC(CNC)=O)C=C1)SC)=O)C1=CC=CC=C1 N-(4-(4-(3-(3-(tert-butyl)-1-phenyl-1H-pyrazol-5-yl)ureido)-3-(methylthio)phenoxy)pyridin-2-yl)-2-(methylamino)acetamide